N-(3,4-dichlorophenyl)-2-hydroxy-6,7,8,9-tetrahydro-5H-5,8-epiminocyclohepta[d]-pyrimidine-10-carboxamide ClC=1C=C(C=CC1Cl)NC(=O)N1C2CCC1CC=1N=C(N=CC12)O